C(C)(C)(C)OC(=O)C1CCCC(CCCCCC1)C1=CC=CC=C1 phenylcycloundecane-5-carboxylic acid tert-butyl ester